ClC1=CC(=C(C=C1Cl)NCC(=O)N1CCN(CC1)C1CN(C1)C(=O)OC(C)(C)C)O tert-Butyl 3-(4-(2-(4,5-dichloro-2-hydroxyphenylamino)acetyl)piperazin-1-yl)azetidine-1-carboxylate